3-[2-(1,3-Benzodioxole-5-yl)ethyl]-6-(4-cyanophenyl)-7H-[1,2,4]triazolo[3,4-b][1,3,4]thiadiazine O1COC2=C1C=CC(=C2)CCC2=NN=C1SCC(=NN12)C1=CC=C(C=C1)C#N